N-[5-(2-cyanopyrimidin-5-yl)-4-fluoro-2-(4-methylpiperazin-1-yl)phenyl]-6-oxo-4-(trifluoromethyl)-1H-pyridine-3-carboxamide C(#N)C1=NC=C(C=N1)C=1C(=CC(=C(C1)NC(=O)C1=CNC(C=C1C(F)(F)F)=O)N1CCN(CC1)C)F